1-(4-(1,1-difluoro-2-hydroxyethyl)-2-methylphenyl)-3-(2-methyl-6-oxo-1,6-dihydropyridin-3-yl)-7-(trifluoromethyl)-2,3-dihydroquinazolin-4(1H)-one FC(CO)(F)C1=CC(=C(C=C1)N1CN(C(C2=CC=C(C=C12)C(F)(F)F)=O)C1=C(NC(C=C1)=O)C)C